BrC1=NN2C(N=C(C=C2NC[C@@]2(C[C@H](CC2)O)C2=CC=CC=C2)C(F)(F)F)=C1 (1S,3S)-3-(((2-bromo-5-(trifluoromethyl)pyrazolo[1,5-a]pyrimidin-7-yl)amino)methyl)-3-phenylcyclopentan-1-ol